C(CCC)[N+]1=CC=C(C=C1)C(C(C)C)=O 1-butyl-4-dimethylacetylpyridinium